FC(CN1N=CC=2C1=CN=C(C2)[C@@H](C)NC(CC2=CC=C(C=C2)C(F)(F)F)=O)(C)F (R)-N-(1-(1-(2,2-difluoropropyl)-1H-pyrazolo[3,4-c]pyridin-5-yl)ethyl)-2-(4-(trifluoromethyl)phenyl)acetamide